titanium iron lithium borate B([O-])([O-])[O-].[Li+].[Fe+2].[Ti+4]